N-(4-((3S,5R)-3-amino-5-methylpiperidin-1-yl)-6-methoxypyridin-3-yl)-2,2',6,6'-Tetrafluoro-[1,1'-biphenyl]-3-carboxamide dihydrochloride Cl.Cl.N[C@@H]1CN(C[C@@H](C1)C)C1=C(C=NC(=C1)OC)NC(=O)C=1C(=C(C(=CC1)F)C1=C(C=CC=C1F)F)F